[N+](=O)([O-])C1=CC=C(C=C1)S(=O)(=O)OC1=NNC=2CCCCCCCC21 pyrazolocyclononan-3-yl 4-nitrobenzenesulfonate